2-bromo-3-(2-fluorophenyl)thiophene BrC=1SC=CC1C1=C(C=CC=C1)F